tert-butyl (2S,4R)-2-methyl-4-(pyrazolo[1,5-a]pyridin-5-ylmethyl)piperidine-1-carboxylate C[C@@H]1N(CC[C@H](C1)CC1=CC=2N(C=C1)N=CC2)C(=O)OC(C)(C)C